N,N'-dicyanoethyldiethyltoluenediamine C(#N)NC(C1=C(C(=CC=C1)CC)CC)(NC#N)CC